CN1N=C(C2=C(C1=O)C=[NH+]C=C2)C(=O)Cl 3-methyl-4-oxo-pyrido[3,4-d]pyridazin-6-ium-1-carboxylic acid chloride